1-benzyloxy-4-bromo-2-fluoro-3-(3-methylbut-1-ynyl)benzene C(C1=CC=CC=C1)OC1=C(C(=C(C=C1)Br)C#CC(C)C)F